C(C)N(C(=O)C1=CC=C(C=C1)B(O)O)CC 4-(N,N-diethylcarbamoyl)phenylboronic acid